2-[2-(3-Cyclopropyl-1H-1,2,4-triazol-1-yl)-5-(ethylsulfonyl)-1-methyl-1H-imidazol-4-yl]-6,6,7,7-tetrafluoro-1-methyl-6,7-dihydro-1H-[1,4]dioxino[2,3-f]benzimidazole C1(CC1)C1=NN(C=N1)C=1N(C(=C(N1)C1=NC2=C(N1C)C=C1C(=C2)OC(C(O1)(F)F)(F)F)S(=O)(=O)CC)C